BrC1=CC(=C(C(=C1C=O)F)O)F 6-bromo-2,4-difluoro-3-hydroxybenzaldehyde